(1R,3S)-3-{5-[1-(1-benzofuran-4-yl)-3-(difluoromethyl)pyrazole-4-amido]-2H-pyrazol-3-yl}cyclopentyl N-isopropylcarbamate C(C)(C)NC(O[C@H]1C[C@H](CC1)C=1NN=C(C1)NC(=O)C=1C(=NN(C1)C1=CC=CC2=C1C=CO2)C(F)F)=O